2-(5-((Dibenzo[b,d]furan-2-ylmethyl)amino)-6-oxo-2-phenylpyrimidin-1(6H)-yl)-N-(thieno[3,2-c]pyridin-2-ylmethyl)acetamide C1=C(C=CC=2OC3=C(C21)C=CC=C3)CNC3=CN=C(N(C3=O)CC(=O)NCC3=CC=2C=NC=CC2S3)C3=CC=CC=C3